P(=O)(O)(O)CNCC(=O)O N-(phosphomethyl)glycine